tert-butyl (R)-(6,6-dimethylpiperidin-3-yl)carbamate CC1(CC[C@H](CN1)NC(OC(C)(C)C)=O)C